tert-butyl allyl(2-bromo-4-nitrobenzoyl)carbamate C(C=C)N(C(OC(C)(C)C)=O)C(C1=C(C=C(C=C1)[N+](=O)[O-])Br)=O